N1CCC(CC1)N1N=CC(=C1)NC1=NC=C(C(=N1)NCCCN1C(CCCC1)=O)C(F)(F)F 1-(3-((2-((1-(piperidin-4-yl)-1H-pyrazol-4-yl)amino)-5-(trifluoromethyl)pyrimidin-4-yl)amino)propyl)piperidin-2-one